NC=1C(=NC(=CN1)C1=NC=CC=C1C(F)(F)F)C(=O)NC1=NC=CC=C1N1CCC(CC1)(CCO)N 3-amino-N-(3-(4-amino-4-(2-hydroxyethyl)piperidin-1-yl)pyridin-2-yl)-6-(3-(trifluoromethyl)pyridin-2-yl)pyrazine-2-carboxamide